4-(4-vinylphenyl)butyl phosphonate P(OCCCCC1=CC=C(C=C1)C=C)([O-])=O